4-[4-Cyano-6-(2,5-dichloro-benzyl)-3-hydroxy-pyridin-2-yl]-4-oxo-butyric acid C(#N)C1=C(C(=NC(=C1)CC1=C(C=CC(=C1)Cl)Cl)C(CCC(=O)O)=O)O